1-methoxy-4-((3-methylbut-3-en-1-yl)oxy)benzene COC1=CC=C(C=C1)OCCC(=C)C